4-hydroxybenzenesulfonic acid tripropylamine salt C(CC)N(CCC)CCC.OC1=CC=C(C=C1)S(=O)(=O)O